FC=1C=C(N)C=C(C1OC1=C(C=NC2=CC(=C(N=C12)OC)OC)F)F 3,5-difluoro-4-((3-fluoro-6,7-dimethoxy-1,5-naphthyridin-4-yl)oxy)aniline